FC=1C(=CC2=C(C(CO2)NC)C1)F 5,6-difluoro-N-methyl-2,3-dihydrobenzofuran-3-amine